COC1=CC=C(CN(S(=O)(=O)CCCCC(=O)OCC)CC2=CC=C(C=C2)OC)C=C1 Ethyl 5-(N,N-bis(4-methoxybenzyl)sulfamoyl)pentanoate